COC1=C(CN(S(=O)(=O)C2=C(C=C(C=C2F)N2C[C@](CCC2)(CCC2=CC(=CC=C2)C(F)(F)F)N(C)CCO)F)C2=NC=NC=C2)C=CC(=C1)OC (R)-N-(2,4-dimethoxybenzyl)-2,6-difluoro-4-(3-((2-hydroxyethyl)(methyl)amino)-3-(3-(trifluoromethyl)-phenethyl)piperidin-1-yl)-N-(pyrimidin-4-yl)benzenesulfonamide